C[C@@H]1N(C[C@H](NC1)C)C=1C2=C(N=CN1)N(C=C2C2=C(C=CC=C2)F)C2=NC=CC(=C2)F 4-((2S,5R)-2,5-dimethylpiperazin-1-yl)-5-(2-fluorophenyl)-7-(4-fluoropyridin-2-yl)-7H-pyrrolo[2,3-d]pyrimidine